Triethylenglycol bis(2-ethylhexanoat) C(C)C(C(=O)OCCOCCOCCOC(C(CCCC)CC)=O)CCCC